ClC(C1=NC(=NO1)C1=CC=C(C=C1)NC=1C(C(C1NCC=1N=COC1)=O)=O)(F)F 3-((4-(5-(chlorodifluoromethyl)-1,2,4-oxadiazol-3-yl)phenyl)amino)-4-((oxazol-4-ylmethyl)amino)cyclobut-3-ene-1,2-dione